C(CCCCCCCC(C(=O)O)C(=O)O)(C(=O)O)C(=O)O 1,1,9,9-nonanetetracarboxylic acid